C(CCC)C=1N(C(=C(C(N1)=O)CC1=CC=C(C=C1)C1=C(C(=NC=C1)F)C)O)[C@@H](CC)C1=CC(=CC=C1)F 2-butyl-5-{[4-(2-fluoro-3-methylpyridin-4-yl)phenyl]methyl}-1-[(1S)-1-(3-fluorophenyl)propyl]-6-hydroxy-1,4-dihydropyrimidin-4-one